C(=O)(OC(C)(C)C)NCCCCN 1-(Boc-amino)-4-aminobutane